(R)-N-(4-((7-(2-aminopropoxy)quinolin-4-yl)oxy)-3,5-difluorophenyl)-2-fluoro-4-methoxypyridine-3-carboxamide N[C@@H](COC1=CC=C2C(=CC=NC2=C1)OC1=C(C=C(C=C1F)NC(=O)C=1C(=NC=CC1OC)F)F)C